[Si](C)(C)(C(C)(C)C)OCCN(C)CC=1C=CC(=NC1)C(=O)NC=1C(=C(C=CC1)C1=C(C(=CC=C1)NC(=O)C1=NC=C(C(=C1)OC)C=C)C)C N-(3'-{5-[({2-[(tert-butyldimethylsilyl)oxy]ethyl}(methyl)amino)methyl]pyridine-2-amido}-2,2'-dimethyl-[1,1'-biphenyl]-3-yl)-5-ethenyl-4-methoxypyridine-2-carboxamide